[K+].P(=O)(OCC#C)(OCC#C)[O-] dipropargyl phosphate potassium salt